2-((3,5-dicyano-4-ethyl-6-((S)-3-hydroxypyrrolidin-1-yl)pyridin-2-yl)sulfanyl)-2-(3-(dimethylphosphoryl)phenyl)acetamide methyl-2-(Bocamino)-3-oxo-3-phenylpropionate COC(C(C(C1=CC=CC=C1)=O)NC(=O)OC(C)(C)C)=O.C(#N)C=1C(=NC(=C(C1CC)C#N)N1C[C@H](CC1)O)SC(C(=O)N)C1=CC(=CC=C1)P(=O)(C)C